N-[3-[2-(difluoromethoxy)-5-(methylsulfanyl)phenyl]-1H-pyrazol-4-yl]imidazo[1,2-b]pyridazine-3-carboxamide FC(OC1=C(C=C(C=C1)SC)C1=NNC=C1NC(=O)C1=CN=C2N1N=CC=C2)F